C(C)(=O)[O-].CN1C=[N+](C=C1)C 1,3-Dimethylimidazolium acetate